[N+](=O)([O-])C1=CC=CC2=NSN=C21 4-nitrobenzo[c][1,2,5]thiadiazole